(S)-(6-(4-(5-fluoro-2-(4-hydroxytetrahydro-2H-pyran-4-yl)phenyl)piperidin-1-yl)-2-azaspiro[3.4]oct-2-yl)(1-fluorocyclopropyl)methanone FC=1C=CC(=C(C1)C1CCN(CC1)[C@@H]1CC2(CN(C2)C(=O)C2(CC2)F)CC1)C1(CCOCC1)O